2-chloro-4-((cis-4-cyanocyclohexyl)amino)pyrimidine-5-carboxylic acid ClC1=NC=C(C(=N1)N[C@@H]1CC[C@@H](CC1)C#N)C(=O)O